N1(CCCCCC1)CC1=CC=C(C=C1)C#CC=1C=CC=C2C(N(C(=NC12)C)C1C(NC(CC1)=O)=O)=O 3-(8-((4-(azepan-1-ylmethyl)phenyl)ethynyl)-2-methyl-4-oxoquinazolin-3(4H)-yl)piperidine-2,6-dione